N-methoxymethyl-3-trifluoromethyl-benzenesulfonamide COCNS(=O)(=O)C1=CC(=CC=C1)C(F)(F)F